platinum(II) [bis((hydroxyphenyl)pyridine)] OC1=C(C=CC=C1)C1=NC=CC=C1.OC1=C(C=CC=C1)C1=NC=CC=C1.[Pt+2]